FC1=C(C(=C(C=C1OC)OC)F)N1C(N(C2=C(C1)C=NC1=C2C=C(N1)CCN1CCOCC1)CC)=O 3-(2,6-difluoro-3,5-dimethoxyphenyl)-1-ethyl-8-(2-morpholin-4-ylethyl)-1,3,4,7-tetrahydro-2H-pyrrolo[3',2':5,6]pyrido[4,3-d]pyrimidin-2-one